gamma-cyclopentylbutyrolactone C1(CCCC1)C1CCC(=O)O1